(E)-4-(9-(3-fluorophenyl)-8-methyl-6-(2-(3-methylbenzylidene)hydrazinyl)-9H-purin-2-yl)morpholine FC=1C=C(C=CC1)N1C2=NC(=NC(=C2N=C1C)N/N=C/C1=CC(=CC=C1)C)N1CCOCC1